BrC=1C=C2C(N(C(C2=CC1CN(C)C1CCN(CC1)C1=CC=C(C=C1)NC1=NC=C2N=C(N(C2=N1)C1CCCC1)NC1=CC=CC=C1)=O)C1C(NC(CC1)=O)=O)=O 5-bromo-6-(((1-(4-((9-cyclopentyl-8-(phenylamino)-9H-purin-2-yl)amino)phenyl)piperidin-4-yl)(methyl)amino)methyl)-2-(2,6-dioxopiperidin-3-yl)isoindoline-1,3-dione